O1CCN(CC1)CCN1C=C(C2=CC=CC=C12)C=O 1-(2-Morpholinoethyl)-1H-indole-3-carbaldehyde